ClC1=CC2=C(C3=CC=CC=C3C(=C2C=C1)C1=CC=CC=C1)C1=CC=CC2=C(C=CC=C12)C1=CC=CC=C1 2-chloro-10-phenyl-9-(5-phenyl-1-naphthyl)anthracene